(S)-1-[(S)-1-({4-[(m-Acetylphenoxy)methyl]-1-piperidyl}carbonyl)-3-methylbutyl]-3-isobutyl-2-piperazinone C(C)(=O)C=1C=C(OCC2CCN(CC2)C(=O)[C@H](CC(C)C)N2C([C@@H](NCC2)CC(C)C)=O)C=CC1